Bisamino-methylcyclohexan NC1(CCC(CC1)C)N